FC=1C=C(OC=2C(=C(C(=O)NN)C=CC2)[N+](=O)[O-])C=CC1F (3,4-Difluorophenoxy)-2-nitrobenzohydrazide